2-((5-(2-azidopropan-2-yl)-8-methoxy-2,7-naphthyridin-3-yl)amino)-7,7-dimethyl-7,8-dihydroquinolin-5(6H)-one N(=[N+]=[N-])C(C)(C)C1=C2C=C(N=CC2=C(N=C1)OC)NC1=NC=2CC(CC(C2C=C1)=O)(C)C